BrC1=C(C(=C(C(=C1)F)NC(C)=O)[N+](=O)[O-])F N-(4-bromo-3,6-difluoro-2-nitrophenyl)acetamide